Tert-butyl 5-((tert-butoxycarbonyl) (prop-2-yn-1-yl) amino)-3-(dimethylphosphoryl)-1H-pyrazole-1-carboxylate C(C)(C)(C)OC(=O)N(C1=CC(=NN1C(=O)OC(C)(C)C)P(=O)(C)C)CC#C